P(=O)(O)(O)CC1=CC=C(C[C@H](N)C(=O)O)C=C1 4-(phosphonomethyl)-phenylalanine